N[C@@H](CO)C(=O)N1C[C@H]2NS(C=3C(OC[C@H]2C1)=C(N(C3)C)C(=O)NC3=CC(=C(C(=C3)F)F)F)(=O)=O cis-2-(L-Seryl)-7-methyl-N-(3,4,5-trifluorophenyl)-2,3,3a,4,10,10a-hexahydro-1H,7H-dipyrrolo[3,4-b:3',4'-f][1,4,5]oxathiazocin-8-carboxamid-5,5-dioxid